3-((2-methylhydrazineylidene)methyl)-6-(trifluoromethyl)pyridazine CNN=CC=1N=NC(=CC1)C(F)(F)F